tert-butyl 3-(ethoxymethyl)-3-phenethylpyrrolidine-1-carboxylate C(C)OCC1(CN(CC1)C(=O)OC(C)(C)C)CCC1=CC=CC=C1